7-(2,5-dichloropyrimidin-4-yl)-1-isopropyl-N-methyl-4-oxo-1,4-dihydroquinoline-2-carboxamide ClC1=NC=C(C(=N1)C1=CC=C2C(C=C(N(C2=C1)C(C)C)C(=O)NC)=O)Cl